(3-aminobenzyl)(5-chloro-3-isopropylpyrazolo[1,5-a]pyrimidin-7-yl)carbamate NC=1C=C(COC(NC2=CC(=NC=3N2N=CC3C(C)C)Cl)=O)C=CC1